4-benzyl-6-methoxy-1-((4-(trifluoromethyl)phenyl)sulfonyl)-1,2,3,4-tetrahydroquinoxaline C(C1=CC=CC=C1)N1CCN(C2=CC=C(C=C12)OC)S(=O)(=O)C1=CC=C(C=C1)C(F)(F)F